C(C(C)C)C1=C(C(=O)O)C=CC(=C1)O.OC1=CC=C(C(=O)OCC(C)C)C=C1 isobutyl 4-Hydroxybenzoate (isobutyl 4-hydroxybenzoate)